Cl.N1(N=CC=C1)[C@@H]1CC[C@H](CC1)N (trans)-4-(1H-Pyrazol-1-yl)cyclohexanamine hydrochloride